NC=1C(=C(C=C2C=C(N=CC12)NC(OC12CN(CC2C1)C)=O)C1=C(C2=C(OCCN2)N=C1)C)F 3-Methyl-3-azabicyclo[3.1.0]hexan-1-yl (8-amino-7-fluoro-6-(8-methyl-2,3-dihydro-1H-pyrido[2,3-b][1,4]oxazin-7-yl)isoquinolin-3-yl)carbamate